NC=1CC(=CC2=C(N1)C=C(S2)CC2CCN(CC2)C(=O)OC(C)(C)C)C(=O)O 5-amino-2-[(1-tert-butoxycarbonyl-4-piperidinyl)methyl]-6H-thieno[3,2-b]azepin-7-carboxylic acid